(S)-2-(isobutylsulfonyl)-3-phenylisoxazolidine C(C(C)C)S(=O)(=O)N1OCC[C@H]1C1=CC=CC=C1